7-acryloxyheptanoic acid C(C=C)(=O)OCCCCCCC(=O)O